BrC=1C=C2C(=NC1)N(C(N2CCO)=O)C(C2=CC=CC=C2)(C2=CC=CC=C2)C2=CC=CC=C2 6-bromo-1-(2-hydroxyethyl)-3-trityl-1,3-dihydro-2H-imidazo[4,5-b]pyridin-2-one